C(C)(C)(C)OC(=O)N1C[C@@H](N(CC1)C1=NC=C(C=C1F)C(F)(F)F)CCO (S)-4-(3-fluoro-5-(trifluoromethyl)pyridin-2-yl)-3-(2-hydroxyethyl)piperazine-1-carboxylic acid tert-butyl ester